CNC(C1=CC(=NC=C1)N1CC2(C1)CN(C2)C2=CC=CC=C2)=O N-methyl-2-(6-phenyl-2,6-diazaspiro[3.3]heptan-2-yl)isonicotinamide